C(CCC)S(=O)(=O)ON=CC ethanone O-(butylsulfonyl) oxime